1,8-di-n-propoxy-1,3,6,8-tetraethoxy-2,7-dimethyl-4-octene C(CC)OC(C(C(C=CC(C(C(OCC)OCCC)C)OCC)OCC)C)OCC